CC1=C(COCC(C)(C)NC(=O)C=2C=C3C(=NC2OC)CCC3)C=CC(=C1)C N-(1-((2,4-dimethylbenzyl)oxy)-2-methylpropan-2-yl)-2-methoxy-6,7-dihydro-5H-cyclopenta[b]pyridine-3-carboxamide